(tert-butyl)-N-(1-hydroxy-2-methylpropane-2-yl)-1-(5-oxohexyl)-1H-pyrazole-5-formamide C(C)(C)(C)C1=NN(C(=C1)C(=O)NC(CO)(C)C)CCCCC(C)=O